4-[[2-(5-Chloro-2-hydroxyphenyl)acetyl]amino]-N-[3-(2,2-dimethylpropanoylamino)-1,1-dimethylpropyl]pyridin ClC=1C=CC(=C(C1)CC(=O)NC1=CCN(C=C1)C(CCNC(C(C)(C)C)=O)(C)C)O